1-(6-((2R,4S)-2-(2,5-difluorophenyl)-4-fluoropyrrolidin-1-yl)imidazo[1,2-b]pyridazin-3-yl)-3-(5-((S)-3-hydroxypyrrolidin-1-yl)pyridin-2-yl)urea FC1=C(C=C(C=C1)F)[C@@H]1N(C[C@H](C1)F)C=1C=CC=2N(N1)C(=CN2)NC(=O)NC2=NC=C(C=C2)N2C[C@H](CC2)O